exo-tert-Butyl N-(3-benzyl-3-azabicyclo[3.2.1]octan-8-yl)carbamate C(C1=CC=CC=C1)N1CC2CCC(C1)C2NC(OC(C)(C)C)=O